CC1=NC(=CC=C1[C@@H]1[C@](C1)(C(=O)O[C@H]1C(OCC1(C)C)=O)C1=C(C=CC(=C1)C)OC)C (1S,2R)-(R)-4,4-dimethyl-2-oxotetrahydrofuran-3-yl 2-(2,6-dimethylpyridin-3-yl)-1-(2-methoxy-5-methylphenyl)cyclopropanecarboxylate